2-methyl-1,1,3-trioxo-2H,4H-benzo[1,4]thiazin CC1S(C2=C(NC1=O)C=CC=C2)(=O)=O